(R)-5-(2-(5-fluoropyridin-3-yl)pyrrolidin-1-yl)-N-isopropylpyrazolo[1,5-a]pyrimidine-3-carboxamide FC=1C=C(C=NC1)[C@@H]1N(CCC1)C1=NC=2N(C=C1)N=CC2C(=O)NC(C)C